N-(3-morpholinophenyl)quinazolin-2-amine O1CCN(CC1)C=1C=C(C=CC1)NC1=NC2=CC=CC=C2C=N1